tetramethoxyethyl-sodium benzoate C(C1=CC=CC=C1)(=O)O.COC(C(OC)(OC)OC)[Na]